methyl (R)-4-oxochroman-2-carboxylate O=C1C[C@@H](OC2=CC=CC=C12)C(=O)OC